3-((tosyloxy)methyl)pyrrolidine-1-carboxylic acid tert-butyl ester C(C)(C)(C)OC(=O)N1CC(CC1)COS(=O)(=O)C1=CC=C(C)C=C1